FC1(CC=2C3=C(C(NC2[C@@](C1)(C)O)=O)SC(=C3)C=3C=NNC3)F (S)-8,8-difluoro-6-hydroxy-6-methyl-2-(1H-pyrazol-4-yl)-6,7,8,9-tetrahydrothieno[2,3-c]Quinolin-4(5H)-one